O[C@H]1[C@@H](CCCC1)NC=1N=NC(=C(N1)C)C1=NC=C(C=C1O)C(F)(F)F 2-(3-(((1R,2R)-2-hydroxycyclohexyl)amino)-5-methyl-1,2,4-triazin-6-yl)-5-(trifluoromethyl)pyridine-3-ol